N,N-diethyl-leucine C(C)N([C@@H](CC(C)C)C(=O)O)CC